C(#N)C(CCCCNC(=O)C1=CC2=CC=CC(=C2C=C1)C1=CC=C(C=C1)C(F)(F)F)O N-(5-cyano-5-hydroxy-pentyl)-5-[4-(trifluoromethyl)phenyl]naphthalene-2-carboxamide